(R)-5-(Imidazo[1,2-a]pyrimidin-6-yl)-4-methoxy-N-(1-(tetrahydro-2H-pyran-4-yl)ethyl)pyrrolo[2,1-f][1,2,4]triazin-2-amine N=1C=CN2C1N=CC(=C2)C=2C=CN1N=C(N=C(C12)OC)N[C@H](C)C1CCOCC1